C(\C=C/C(=O)[O-])(=O)ON monoamino maleate